methyl (7S)-2-benzyl-3-[2-[(2R,6S)-2,6-dimethylmorpholin-4-yl] ethyl]-7-methyl-3H,6H,7H,8H,9H-imidazo[4,5-f]quinoline-6-carboxylate C(C1=CC=CC=C1)C=1N(C=2C(=C3CC[C@@H](N(C3=CC2)C(=O)OC)C)N1)CCN1C[C@H](O[C@H](C1)C)C